5-methoxy-N-(3-(2-(methylamino)-2-oxoethyl)benzyl)-4-((E)-2-(cis-4-(trifluoromethyl)cyclohexyl)vinyl)pyridinecarboxamide COC=1C(=CC(=NC1)C(=O)NCC1=CC(=CC=C1)CC(=O)NC)\C=C\[C@@H]1CC[C@@H](CC1)C(F)(F)F